(7R,14R)-1-(difluoromethoxy)-11-((3-fluoro-1-(oxetan-3-yl)azetidin-3-yl)ethynyl)-6-(methyl-d3)-6,7-dihydro-7,14-methanobenzo[f]benzo[4,5]imidazo[1,2-a][1,4]diazocin-5(14H)-one FC(OC1=CC=CC=2C(N([C@H]3C=4N([C@@H](C21)C3)C3=C(N4)C=CC(=C3)C#CC3(CN(C3)C3COC3)F)C([2H])([2H])[2H])=O)F